xylyl vinyl sulfone C(=C)S(=O)(=O)C1=C(C(=CC=C1)C)C